5-(1H-imidazol-5-yl)-4-methoxy-2H-indazole-7-carboxylic acid N1C=NC=C1C1=C(C2=CNN=C2C(=C1)C(=O)O)OC